C[Si]1(CCC(CC1)N1C(=CC2=C1N=C(S2)C2=CC=NC=C2)C(=O)N)C (1,1-dimethylsilinan-4-yl)-2-(4-pyridyl)-4H-pyrrolo[2,3-d]thiazole-5-carboxamide